C1(CC1)C1=C(C(=C2C(=N1)CCC2)NC(=O)N=[S@@](=O)(N)C=2C=NN1C2OCCC1)C (S)-N'-((2-cyclopropyl-3-methyl-6,7-dihydro-5H-cyclopenta[b]pyridin-4-yl)carbamoyl)-6,7-dihydro-5H-pyrazolo[5,1-b][1,3]oxazine-3-sulfonimidamide